CN(C(CO)CO)C 2-(dimethylamino)propane-1,3-diol